COC1=C(C=CC=C1)CNC(N)=O 1-(2-methoxyphenyl)-N-methylcarbamylamine